FC1=C(C=C(C2=C(C=CC=C12)C#C[Si](C(C)C)(C(C)C)C(C)C)B1OC(C(O1)(C)C)(C)C)NC([O-])=O (1-fluoro-4-(4,4,5,5-tetramethyl-1,3,2-dioxaborolan-2-yl)-5-((triisopropyl Silyl)ethynyl)naphthalen-2-yl)carbamate